Methyl 7-amino-8-bromo-3-(trifluoromethyl)quinoxaline-6-carboxylate NC1=C(C=C2N=C(C=NC2=C1Br)C(F)(F)F)C(=O)OC